BrCC1=C(SC=2N(C(N(C(C21)=O)C=2N=NC(=CC2)OC)=O)CC2=C(C=CC=C2F)F)C2=CC=C(C=C2)[N+](=O)[O-] 5-(bromomethyl)-1-(2,6-difluorobenzyl)-3-(6-methoxypyridazin-3-yl)-6-(4-nitrophenyl)thieno[2,3-d]pyrimidine-2,4(1H,3H)-dione